C(#N)C1=NN(C=C1C1=CN=C2N1C=CN=C2NC2=CC(=C(C(=O)NCCOCCNC(OC(C)(C)C)=O)C=C2)CC)CC(F)F tert-butyl (2-(2-(4-((3-(3-cyano-1-(2,2-difluoroethyl)-1H-pyrazol-4-yl)imidazo[1,2-a]pyrazin-8-yl)amino)-2-ethylbenzamido)ethoxy)ethyl)carbamate